(2S)-2-amino-2-(3-methoxyphenyl)ethan-1-ol N[C@H](CO)C1=CC(=CC=C1)OC